C(CCCCCCCCC)N(C(COCC(=O)N(CCCCCC)CCCCCC)=O)CCCCCCCCCC N,N-di-decyl-N',N'-di-hexyl-diglycolamide